N-[3-chloro-4-[4-(piperidine-4-carbonyl)piperazine-1-carbonyl]phenyl]-5-[1-[4-(dimethylamino)pyrimidin-2-yl]-5-(trifluoromethyl)pyrazol-4-yl]-1-methyl-imidazole-2-carboxamide ClC=1C=C(C=CC1C(=O)N1CCN(CC1)C(=O)C1CCNCC1)NC(=O)C=1N(C(=CN1)C=1C=NN(C1C(F)(F)F)C1=NC=CC(=N1)N(C)C)C